(5-((4-methyl-3,4-dihydro-2H-benzo[b][1,4]oxazin-6-yl)sulfonyl)-3,4,5,6-tetrahydropyrrolo[3,4-c]pyrrol-2(1H)-yl)(tetrahydrofuran-3-yl)methanone CN1C2=C(OCC1)C=CC(=C2)S(=O)(=O)N2CC1=C(C2)CN(C1)C(=O)C1COCC1